(5S)-5-methyl-morpholin-3-one C[C@H]1COCC(N1)=O